CC1([C@H]2CN([C@@H]([C@@H]12)C(=O)N[C@H](C=O)C[C@H]1C(NCC1)=O)C(C(C)(C1=CC=CC=C1)C)=O)C (1R,2S,5S)-6,6-dimethyl-3-(2-methyl-2-phenylpropanoyl)-N-((S)-1-oxo-3-((S)-2-oxopyrrolidin-3-yl)propan-2-yl)-3-azabicyclo[3.1.0]hexane-2-carboxamide